ClC1=NC(=CC(=C1)C=1C(=NN2C1N=C(C=C2)NC[C@@H]2NCCOC2)C=2C=C(C#N)C=CC2)C 3-[3-(2-Chloro-6-methyl-4-pyridyl)-5-[[(3S)-morpholin-3-yl]methylamino]pyrazolo[1,5-a]pyrimidin-2-yl]benzonitrile